C(C1=CC=CC=C1)(C1=CC=CC=C1)NC(C(=O)OCC)(C)C ethyl 2-(benzhydryl amino)-2-methylpropionate